di-n-nonyldiethoxysilane C(CCCCCCCC)[Si](OCC)(OCC)CCCCCCCCC